1'-benzyl-6-(trifluoromethoxy)spiro[indane-2,4'-piperidine]-1-one C(C1=CC=CC=C1)N1CCC2(CC1)C(C1=CC(=CC=C1C2)OC(F)(F)F)=O